2-(2,6-difluorophenyl)-8-(1-hydroxyethyl)-4-[[5-(4-hydroxy-1-piperidinyl)-2-pyridinyl]amino]-6H-1,6-naphthyridin-5-one FC1=C(C(=CC=C1)F)C1=NC=2C(=CNC(C2C(=C1)NC1=NC=C(C=C1)N1CCC(CC1)O)=O)C(C)O